C(C)(C)(C)OC(N(CC#C)C1=C(C=C(C=C1)S(=O)(=O)C)P(=O)(C)C)=O tert-butyl(2-(dimethylphosphoryl)-4-(methylsulfonyl)phenyl)(prop-2-yn-1-yl)carbamate